CN(CCN(C1=C(C=C(C(=C1)OC)NC1=NC=NC(=C1)N1OCC[C@@H]1C1=CC(=CC=C1)C#CC(C)(C)O)NC(C=C)=O)C)C (R)-N-(2-((2-(dimethylamino)ethyl)(methyl)amino)-5-((6-(3-(3-(3-hydroxy-3-methylbut-1-yn-1-yl)phenyl)isoxazolidin-2-yl)pyrimidin-4-yl)amino)-4-methoxyphenyl)acrylamide